C(=O)[O-].FC1=C(C(=CC(=C1)OCCCC1CCN(CC1)C1=NC=C(C=N1)CCC)F)CC(=O)N1CC(C1)C(=O)NCCC[N+](C)(C)C 3-[[1-[2-[2,6-difluoro-4-[3-[1-(5-propylpyrimidin-2-yl)-4-piperidyl]propoxy]phenyl]acetyl]azetidine-3-carbonyl]amino]propyl-trimethyl-ammonium formate